4-fluoro-2-methyl-N-(5-nitrothiazol-2-yl)benzamide FC1=CC(=C(C(=O)NC=2SC(=CN2)[N+](=O)[O-])C=C1)C